chloro-2,3-difluoro-5-trifluoromethyl-benzaldehyde oxime ClC1=C(C(=C(C=NO)C=C1C(F)(F)F)F)F